CC1=NN=C2N1C1=C(C(=N2)N2CCCC3=C(C=CC=C23)C#CC2(CC2)C)C=CC(=N1)C(F)(F)F 9-methyl-5-(5-((1-methylcyclopropyl)ethynyl)-3,4-dihydroquinolin-1(2H)-yl)-2-(trifluoromethyl)pyrido[3,2-e][1,2,4]triazolo[4,3-a]pyrimidine